(2S,4R)-1-[(2S)-2-[4-[(2-chlorophenoxy)methyl]triazol-1-yl]-3,3-dimethyl-butanoyl]-4-hydroxy-N-methyl-pyrrolidine-2-carboxamide ClC1=C(OCC=2N=NN(C2)[C@H](C(=O)N2[C@@H](C[C@H](C2)O)C(=O)NC)C(C)(C)C)C=CC=C1